B(B(O)O)(O)O Tetrahydroxydiborane